NC=1C=2N(C(=CN1)C)C(=NC2C2=C(C(=C(C=C2)NC(C(O)C2=CC(=CC=C2)F)=O)F)C)C N-(4-(8-amino-3,5-dimethyl-imidazo[1,5-a]pyrazin-1-yl)-2-fluoro-3-methyl-phenyl)-2-(3-fluorophenyl)-2-hydroxy-acetamide